NC1=NC=C(C2=C1C(=C(N2C)I)C=2C=C(C(=NC2)C(=O)NCC(F)(F)F)OC)Br 5-(4-amino-7-bromo-2-iodo-1-methylpyrrolo[3,2-c]pyridin-3-yl)-3-methoxy-N-(2,2,2-trifluoroethyl)pyridine-2-carboxamide